acridinium-9-carboxamide C1=CC=CC2=[NH+]C3=CC=CC=C3C(=C12)C(=O)N